{1-[4-(4-cyclopropylmethoxy-6-methyl-pyrimidin-2-yl)-2,6-difluoro-phenyl]Pyrrolidine-3-yl}-acetic acid ethyl ester C(C)OC(CC1CN(CC1)C1=C(C=C(C=C1F)C1=NC(=CC(=N1)OCC1CC1)C)F)=O